BrC1=CC(=C(C2=C1OCO2)NCC2CCOCC2)[N+](=O)[O-] 7-bromo-5-nitro-N-((Tetrahydro-2H-pyran-4-yl)methyl)benzo[d][1,3]dioxolan-4-amine